methyl N-{5-[3-(4-methylpiperazin-1-yl)phenoxy]-1H-1,3-benzodiazol-2-yl}carbamate CN1CCN(CC1)C=1C=C(OC2=CC3=C(NC(=N3)NC(OC)=O)C=C2)C=CC1